C(C)(=O)N[C@@H](C=O)[C@@H](O)[C@H](O)[C@H](O)CO 2-(acetamido)-2-deoxy-D-glucose